(S)-N-(7-(2-(dimethylamino)ethoxy)-5-methyl-4-oxo-2,3,4,5-tetrahydrobenzo[b][1,4]oxazepin-3-yl)-4-(3-fluorobenzyl)-1H-pyrazole-1-carboxamide CN(CCOC1=CC2=C(OC[C@@H](C(N2C)=O)NC(=O)N2N=CC(=C2)CC2=CC(=CC=C2)F)C=C1)C